BrC1=C2C(=NC(=C1)N1[C@@H](COCC1)C)C(=NS2)C2=CC(=NN2)C (R)-4-(7-bromo-3-(3-methyl-1H-pyrazol-5-yl)isothiazolo[4,5-b]pyridin-5-yl)-3-methylmorpholine